Racemic-1-(5-chloropyridin-2-yl)-3-(isoquinolin-4-yl)-2-oxoimidazolidine-4-carbonitrile ClC=1C=CC(=NC1)N1C(N([C@H](C1)C#N)C1=CN=CC2=CC=CC=C12)=O |r|